C(CCCCCCCCCCCC)OC(C(C)C1=CC(=C(C(=C1)C(C)(C)C)O)C(C)(C)C)=O 3,5-ditertiary butyl-4-hydroxyphenyl-propionic acid tridecyl ester